2-(imidazol-2-yl)pyrimidin-4(3H)-imine N1C(=NC=C1)C1=NC=CC(N1)=N